sodium deuteroformate [2H]C(=O)[O-].[Na+]